N[C@H](C(=O)O)CCN(C)C1=CC(=CC=C1)Cl (S)-2-amino-4-((3-chlorophenyl)(methyl)amino)butanoic acid